5-([1,2,4]triazolo[1,5-a]pyridin-7-yl)-4-methoxy-N-(2-oxaspiro[3.5]nonan-7-yl)-7H-pyrrolo[2,3-d]pyrimidin-2-amine N=1C=NN2C1C=C(C=C2)C2=CNC=1N=C(N=C(C12)OC)NC1CCC2(COC2)CC1